(2S)-3-(methylamino)propane-1,2-diol CNC[C@@H](CO)O